FC(C1=C(CNC(C2=CC(=CC=C2)NC2=NC=C(C=N2)C2=CC(=CC=C2)F)=O)C=CC(=C1)C(F)(F)F)(F)F N-(2,4-bis(trifluoromethyl)benzyl)-3-((5-(3-fluorophenyl)pyrimidin-2-yl)amino)benzamide